FC(C(C(C(F)(F)F)(F)F)(F)F)(CC[Si](Cl)(Cl)Cl)F [2-(perfluorobutyl)ethyl]trichlorosilane